ClC1=C(C=CC(=C1)F)NC1=NC=C(C(=N1)N1C=C(C=C1)C(=O)N[C@H](CO)C1=CC(=CC=C1)Cl)C (S)-1-(2-((2-chloro-4-fluorophenyl)amino)-5-methylpyrimidin-4-yl)-N-(1-(3-chlorophenyl)-2-hydroxyethyl)-1H-pyrrole-3-amide